6-((Tert-Butyldimethylsilyl)oxy)-1-(4-methoxyphenyl)hexan-3-one [Si](C)(C)(C(C)(C)C)OCCCC(CCC1=CC=C(C=C1)OC)=O